2,2-Dibromo-N-(4-methylbenzo[d]thiazol-2-yl)acetamidine BrC(C(=N)NC=1SC2=C(N1)C(=CC=C2)C)Br